N-ethyl-N-(2-(4-fluoro-1H-indol-3-yl)ethyl)propan-1-amine C(C)N(CCC)CCC1=CNC2=CC=CC(=C12)F